bis(2,6-dimethoxybenzoyl)cyclohexyl-phosphine oxide COC1=C(C(=O)P(C2CCCCC2)(C(C2=C(C=CC=C2OC)OC)=O)=O)C(=CC=C1)OC